rac-3-(4-(4-(2-hydroxyethyl)piperidin-1-yl)phenyl)piperidine-2,6-dione OCCC1CCN(CC1)C1=CC=C(C=C1)[C@@H]1C(NC(CC1)=O)=O |r|